4-(bis(2-((tert-butyldimethylsilyl)oxy)-9-(2-ethylbutoxy)-9-oxononyl)amino)butanoic acid [Si](C)(C)(C(C)(C)C)OC(CN(CCCC(=O)O)CC(CCCCCCC(OCC(CC)CC)=O)O[Si](C)(C)C(C)(C)C)CCCCCCC(=O)OCC(CC)CC